((4-oxo-1-phenyl-4,5-dihydro-1H-pyrazolo[3,4-d]pyrimidin-6-yl)thio)-N-(1,3,4-thiadiazol-2-yl)acetamide O=C1C2=C(N=C(N1)SCC(=O)NC=1SC=NN1)N(N=C2)C2=CC=CC=C2